1-(2-aminoethyl)-N-[(3-chloropyridin-2-yl)methyl]-1H-1,2,4-triazole-3-carboxamide dihydrochloride Cl.Cl.NCCN1N=C(N=C1)C(=O)NCC1=NC=CC=C1Cl